N-(2-((methylsulfonyl)methyl)pyridin-4-yl)-5,6,7,8-tetrahydropyrido[3,4-d]pyrimidin-2-amine CS(=O)(=O)CC1=NC=CC(=C1)NC=1N=CC2=C(N1)CNCC2